(propane-1,3-diyl)bis(1-phenylmethane imine) C(CCC(=N)C1=CC=CC=C1)C(=N)C1=CC=CC=C1